C1CCC2=C(C=3CCCC3C=C12)NC(=O)N=[S@@](=O)(N)C=1C=NC(=CC1)C(C)C (S)-N'-((1,2,3,5,6,7-hexahydro-s-indacen-4-yl)carbamoyl)-6-isopropyl-pyridine-3-sulfonimidamide